dimethyl-1,4,5,6-tetrahydropyrimidine CC1(CN=CNC1)C